N-[2-[4-[(E)-[(Z)-[3-(2-isopropyl-5-methyl-phenyl)-4-oxo-thiazolidin-2-ylidene]hydrazono]methyl]phenyl]pyrimidin-4-yl]-4-(trifluoromethyl)benzamide C(C)(C)C1=C(C=C(C=C1)C)N1/C(/SCC1=O)=N/N=C/C1=CC=C(C=C1)C1=NC=CC(=N1)NC(C1=CC=C(C=C1)C(F)(F)F)=O